Tri(octyldodecanol) citrate C(CC(O)(C(=O)O)CC(=O)O)(=O)O.C(CCCCCCC)C(CCCCCCCCCCC)O.C(CCCCCCC)C(CCCCCCCCCCC)O.C(CCCCCCC)C(CCCCCCCCCCC)O